homoserine-N,N-diacetic acid C(CN([C@@H](CCO)C(=O)O)CC(=O)O)(=O)O